ClCOC([C@@H](NC(=O)OC(C)(C)C)CC(C)C)=O N-[(1,1-dimethylethoxy)carbonyl]-L-leucine chloromethyl ester